C(C1=CC=CC=C1)S(=O)(=O)ON=CC(=O)CC(C)=O 3-(benzylsulfonyloxy)iminoacetyl-acetone